2,4,6-trimethyl-phenyl-magnesium bromide CC1=C(C(=CC(=C1)C)C)[Mg]Br